(3-(3-(4-fluorophenyl)-8-methyl-4-oxo-3,4-dihydro-phthalazin-1-yl)phenyl)ethylsulphonamide FC1=CC=C(C=C1)N1N=C(C2=C(C=CC=C2C1=O)C)C=1C=C(C=CC1)CCS(=O)(=O)N